tert-butyl 4-(7,7-difluoro-2-(methylsulfonyl)-6,7-dihydro-5H-cyclopenta[d]pyrimidin-4-yl)piperazin-1-carboxylate FC1(CCC2=C1N=C(N=C2N2CCN(CC2)C(=O)OC(C)(C)C)S(=O)(=O)C)F